2,6-di-t-butyl-phenol C(C)(C)(C)C1=C(C(=CC=C1)C(C)(C)C)O